CC1=C(SC(=C1)C1(OCCO1)C)C(=O)O 3-methyl-5-(2-methyl-1,3-dioxolan-2-yl)thiophene-2-carboxylic acid